4-oxo-2-(1-phenylcyclopropyl)-N-(3-(trifluoromethyl)phenyl)-3,5,7,8-tetrahydropyrido[4,3-d]pyrimidine-6(4H)-carboxamide O=C1C2=C(N=C(N1)C1(CC1)C1=CC=CC=C1)CCN(C2)C(=O)NC2=CC(=CC=C2)C(F)(F)F